(7-((5-(imidazo[1,2-a]pyrimidin-6-yl)-4-methoxypyrrolo[2,1-f][1,2,4]triazin-2-yl)amino)-2-azaspiro[3.5]nonan-2-yl)methanone N=1C=CN2C1N=CC(=C2)C=2C=CN1N=C(N=C(C12)OC)NC1CCC2(CN(C2)C=O)CC1